2-(4-amino-5-(4-phenoxyphenyl)-6-(piperidin-4-ylethynyl)-7H-pyrrolo[2,3-d]pyrimidin-7-yl)propan-1-ol NC=1C2=C(N=CN1)N(C(=C2C2=CC=C(C=C2)OC2=CC=CC=C2)C#CC2CCNCC2)C(CO)C